S1C(=NC=C1)C(=O)N [1,3]Thiazole-2-carboxamide